C(CCCCCCCCCCCCC)(=O)N[C@@H](CCCCN)C(=O)O e-N-Myristoyllysine